CC1=NC=CC(=C1)C1=CC=C2CC3(C(NC2=C1)=O)CN(CC3)C#N 7'-(2-Methylpyridin-4-yl)-2'-oxo-1',4'-dihydro-2'H-spiro[pyrrolidine-3,3'-quinoline]-1-carbonitrile